Iron(III) trifluoro-methanesulfonate FC(S(=O)(=O)[O-])(F)F.[Fe+3].FC(S(=O)(=O)[O-])(F)F.FC(S(=O)(=O)[O-])(F)F